(R)-2-(7-Chloro-4-oxoquinazolin-3(4H)-yl)-N-(4-(1-methyl-1H-pyrazol-5-yl)phenyl)propenamide ClC1=CC=C2C(N(C=NC2=C1)C(C(=O)NC1=CC=C(C=C1)C1=CC=NN1C)=C)=O